CC1=CC2=C(NC=C3C(=C2)C=CC=C3)C=C1 2-methyl-5H-dibenzo[b,e]azepin